4-(bromomethyl)-1-fluoro-2-nitrobenzene BrCC1=CC(=C(C=C1)F)[N+](=O)[O-]